N=1N=CN2N=C(C=CC21)C(C(=O)N)N2N=C(N1C(=CC=3C=CC=CC13)C2=O)C(C)C ([1,2,4]triazolo[4,3-b]pyridazin-6-yl)-2-(4-isopropyl-1-oxo-[1,2,4]triazino[4,5-a]indol-2(1H)-yl)acetamide